CC(C)(C)OC(N)=O carbamic acid-1,1-dimethylethyl ester